C(C)(CC)O[Si](OC(C)=O)(OC(C)=O)OC(C)CC di-sec-butoxydiacetoxysilane